cerium-calcium-indium [In].[Ca].[Ce]